3,4'-Bis(methoxycarbonyl)-4,3'-bis(tert-butylperoxycarbonyl)benzophenone COC(=O)C=1C=C(C(=O)C2=CC(=C(C=C2)C(=O)OC)C(=O)OOC(C)(C)C)C=CC1C(=O)OOC(C)(C)C